C(C1=CC=CC=C1)SC=1C=C(C=2N(C1)C=CN2)Cl 6-benzylsulfanyl-8-chloro-imidazo[1,2-a]pyridine